C(C1=CC=CC=C1)OC1=CC=C(C=C1)OCCCCCCBr 1-Benzyloxy-4-((6-bromohexyl)oxy)benzene